FC(C(=O)O)(F)F.ClC1=CC(=C(COC=2C(=NC=CN2)N2C[C@@H](N(CC2)CC2=NC=3C(=NC(=CC3)C(=O)O)N2C)C)C=C1)F 2-{[(2S)-4-{3-[(4-chloro-2-fluorobenzyl)oxy]pyrazin-2-yl}-2-methylpiperazin-1-yl]methyl}-3-methyl-3H-imidazo[4,5-b]pyridine-5-carboxylic acid trifluoroacetate salt